C(C)(C)(C)C=1C(=C(C=C(C1)CCC(=O)OCC(CCCC)CC)N1N=C2C(=N1)C=CC=C2)O 2-(3'-t-butyl-5'-[2-(2-ethylhexyloxy)carbonylethyl]-2'-hydroxyPhenyl)benzotriazole